Pentakis(ethoxy)niobium C(C)O[Nb](OCC)(OCC)(OCC)OCC